[N+](=O)([O-])C=1C=C(C(=O)OO)C=C(C1)[N+](=O)[O-] 3,5-dinitroperoxybenzoic acid